C(C)S(=O)(=O)C1=C(C=CC=C1)C(=O)N1[C@H](CN(CC1)C=1SC2=C(N1)C=CC(=C2)F)C (2-ethylsulfonylphenyl)-[(2S)-4-(6-fluoro-1,3-benzothiazol-2-yl)-2-methyl-piperazin-1-yl]methanone